tert-butyl (R)-3-((1-methyl-1H-pyrrolo[2,3-c]pyridin-7-yl)amino)piperidine-1-carboxylate CN1C=CC=2C1=C(N=CC2)N[C@H]2CN(CCC2)C(=O)OC(C)(C)C